FC(C=1C(=C(C=CC1)[C@@H](C)NC=1C2=C(N=C(N1)C)N=C(C(=C2)N2CCCC2)OC)F)F (R)-N-(1-(3-(difluoromethyl)-2-fluorophenyl)ethyl)-7-methoxy-2-methyl-6-(pyrrolidin-1-yl)pyrido[2,3-d]pyrimidin-4-amine